2,2',2'',2'''-ethylenedinitrilotetraethanol C(CN(CCO)CCO)N(CCO)CCO